1-(((R)-7-((2S,4R)-4-amino-2-phenylpiperidine-1-carbonyl)-7-azaspiro[4.5]dec-10-yl)methyl)-4-chloropyridin-2(1H)-one N[C@H]1C[C@H](N(CC1)C(=O)N1CC2(CCCC2)[C@@H](CC1)CN1C(C=C(C=C1)Cl)=O)C1=CC=CC=C1